methyl 2-(2-(difluoromethyl)-5-methoxypyridin-4-yl)-4-((5-methyl-1,3,4-oxadiazol-2-yl)amino)benzoate FC(C1=NC=C(C(=C1)C1=C(C(=O)OC)C=CC(=C1)NC=1OC(=NN1)C)OC)F